FC=1C=C(COC=2C=C3N(C(N2)=O)CC2N3CCO2)C=C(C1)F 6-((3,5-Difluorobenzyl)oxy)-10,10a-dihydro-2H-oxazolo[3',2':3,4]imidazo[1,2-c]pyrimidin-8(3H)-one